5-([1,2,4]triazolo[1,5-a]pyridin-6-yl)-N-(4-isopropylphenyl)-1-(6-methylpyridin-2-yl)-1H-pyrazole-3-carboxyamide N=1C=NN2C1C=CC(=C2)C2=CC(=NN2C2=NC(=CC=C2)C)CC(=O)NC2=CC=C(C=C2)C(C)C